(2-methylenehexahydro-1H-pyrrolo[1,2-a]azepin-9a(5H)-yl)methanol C=C1CC2(N(CCCCC2)C1)CO